(3S)-3-({[7-bromo-4-oxo-1-(prop-2-yl)-1,4-dihydroquinolin-3-yl]Methyl}[(2-methylpyridin-4-yl)methyl]Amino)piperidine-1-carboxylic acid tert-butyl ester C(C)(C)(C)OC(=O)N1C[C@H](CCC1)N(CC1=CC(=NC=C1)C)CC1=CN(C2=CC(=CC=C2C1=O)Br)C(C)C